5-(3,5-difluorophenyl)nicotinic acid FC=1C=C(C=C(C1)F)C=1C=NC=C(C(=O)O)C1